N-(1-(2-(cyclopropanesulfonamido)thiazol-4-yl)-3-methoxypropyl)-2-fluoro-4-(6-isopropoxypyrazin-2-yl)benzamide C1(CC1)S(=O)(=O)NC=1SC=C(N1)C(CCOC)NC(C1=C(C=C(C=C1)C1=NC(=CN=C1)OC(C)C)F)=O